NC1(COC1)CNC1=NC(=NC2=CC=C(C=C12)C)N1CCS(C2=C(C1)C=CC=C2)=NCC(F)F 4-(4-(((3-aminooxetane-3-yl)methyl)amino)-6-methylquinazolin-2-yl)-1-((2,2-difluoroethyl)imino)-2,3,4,5-tetrahydrobenzo[f][1,4]thiazepine